ClC=1C=C(C2=C(C(=CO2)COC2=C(C=CC=C2)CC(=O)OCC)C1)NCC ethyl 2-(2-((5-chloro-7-(ethylamino)benzofuran-3-yl)methoxy)phenyl)acetate